1-((1r,3r)-3-((tert-butyldimethylsilyl)oxy)cyclobutyl)-3-(trifluoromethyl)-1H-pyrazole [Si](C)(C)(C(C)(C)C)OC1CC(C1)N1N=C(C=C1)C(F)(F)F